C(C)OC[C@]1(CN(CC1)CC=1C=CC(=NC1)OC)CCC1=CC=C(C=C1)F |o1:4| (R or S)-5-((3-(ethoxy-methyl)-3-(4-fluoro-phenethyl)pyrrolidin-1-yl)methyl)-2-methoxypyridine